FC=1C=CC(=NC1)NC1=NC=C(C(=O)NC([2H])([2H])[2H])C(=C1)NC1=CC=CC=2C=3N(CCN(C21)C)C=NN3 6-((5-fluoropyridin-2-yl)amino)-N-(methyl-d3)-4-((7-methyl-6,7-dihydro-5H-benzo[f][1,2,4]triazolo[4,3-d][1,4]diazepin-8-yl)amino)nicotinamide